potassium 4-carboxy-2-hydroxybenzenesulfonate C(=O)(O)C1=CC(=C(C=C1)S(=O)(=O)[O-])O.[K+]